(3S)-3-{[(1S,3aR,6aS)-2-(4-methoxy-1H-indole-2-carbonyl)-hexahydro-1H-cyclopenta[c]pyrrol-1-yl]formamido}-N-cyclopropyl-2-hydroxy-4-[(3S)-2-oxopyrrolidin-3-yl]butanamide COC1=C2C=C(NC2=CC=C1)C(=O)N1[C@@H]([C@@H]2[C@H](C1)CCC2)C(=O)N[C@H](C(C(=O)NC2CC2)O)C[C@H]2C(NCC2)=O